maleimidoundecanoyloxylsulfosuccinimide C1(C=CC(N1CCCCCCCCCCC(=O)OC1(C(=O)NC(C1)=O)S(=O)(=O)O)=O)=O